C(C)(=O)O[C@H]1[C@@H](O[C@H]([C@@H]([C@H]1OC(C)=O)OC(C)=O)C)OCCCC(NCCOCCOCCOCCOCCN=[N+]=[N-])=O (2R,3R,4R,5S,6S)-2-((1-azido-16-oxo-3,6,9,12-tetraoxa-15-azanonadecan-19-yl) oxy)-6-methyltetrahydro-2H-pyran-3,4,5-triyl triacetate